C(C)(C)(C)C1=CC(=NC=C1)C1CCC2CC(N(C=3N=C4C(=CC=CC4=CC3C(NS(C3=CC=CC(N1)=N3)(=O)=O)=O)C)C2)(C)C 21-(4-tert-Butylpyridin-2-yl)-11,16,16-trimethyl-2λ6-thia-3,13,15,22,27-pentaazapentacyclo[21.3.1.115,18.05,14.07,12]octacosa-1(26),5(14),6,8,10,12,23(27),24-octaene-2,2,4-trione